racemic-7-chloro-4-(1-(isobutylamino)ethyl)phthalazin-1(2H)-one ClC1=CC=C2C(=NNC(C2=C1)=O)[C@@H](C)NCC(C)C |r|